C(C)NC(=O)[C@H]1O[C@H]([C@@H]([C@@H]1O)O)N1C2=NC(=NC(=C2N=C1)NC)C=1N=CN(C1)C (2S,3S,4R,5R)-N-ethyl-3,4-dihydroxyl-5-(2-(1-methyl-1H-imidazol-4-yl)-6-(methylamino)-9H-purin-9-yl)tetrahydrofuran-2-carboxamide